NC1=C(C=C(C=C1)C1=NC=2C=NC(=NC2N(C1=O)C(C)C)NC1CCC(CC1)N(C)C)F 6-(4-Amino-3-fluoro-phenyl)-2-[[4-(dimethylamino)cyclohexyl]amino]-8-isopropyl-pteridin-7-one